BrC=1C=C2C3=C(C=CC=C3C1)C(=O)OC2=O 3-bromo-1,8-naphthalenedicarboxylic anhydride